(7R,14R)-1-ethynyl-6-(methyl-d3)-11-(2-(pyrrolidin-2-yl)pyrimidin-5-yl)-6,7-dihydro-7,14-methanobenzo[f]benzo[4,5]imidazo[1,2-a][1,4]diazocin-5(14H)-one formate C(=O)O.C(#C)C1=CC=CC=2C(N([C@H]3C=4N([C@@H](C21)C3)C3=C(N4)C=CC(=C3)C=3C=NC(=NC3)C3NCCC3)C([2H])([2H])[2H])=O